C1(CC1)C#CC#CC1=CC=C(C=C1)CC(CNCCF)C1=C(C(NC=N1)=O)O 6-(1-(4-(cyclopropylbuta-1,3-diyn-1-yl)phenyl)-3-((2-fluoroethyl)amino)propan-2-yl)-5-hydroxypyrimidin-4(3H)-one